Cerium iron boron [B].[Fe].[Ce]